benzoyl-DL-arginyl-4-nitroaniline hydrochloride Cl.C(C1=CC=CC=C1)(=O)N[C@@H](CCCNC(N)=N)C(=O)NC1=CC=C(C=C1)[N+](=O)[O-] |r|